OC1(CCN(CC1)C(CCC1=CC=CC=C1)=O)CN1C=NC=2C(C1=O)=NN(C2C(F)(F)F)C 6-((4-Hydroxy-1-(3-phenylpropanoyl)piperidin-4-yl)methyl)-2-methyl-3-(trifluoromethyl)-2H-pyrazolo[4,3-d]pyrimidin-7(6H)-one